3-fluoro-4-(1,3-oxazol-5-yl)aniline (5-(trifluoromethyl)pyridin-2-yl)methyl-methanesulfonate FC(C=1C=CC(=NC1)CCS(=O)(=O)O)(F)F.FC=1C=C(N)C=CC1C1=CN=CO1